NC1=CC=CC(=N1)S(=O)(=O)NC(=O)C=1C(=NC(=CC1)C=1C=NC(=C(C1)C)N(C)CCOCCOCC)N1C(C[C@@H](C1)C)(C)C N-[(6-Amino-2-pyridyl)sulfonyl]-6-[6-[2-(2-ethoxyethoxy)ethylmethylamino]-5-methyl-3-pyridyl]-2-[(4S)-2,2,4-trimethylpyrrolidin-1-yl]pyridin-3-carboxamid